FC=1C(=CC(=NC1)NC1CCN(CC1)S(=O)(=O)C)C=1C=C2C(=CC=NC2=C(C1)F)C1OCCC1 5-fluoro-4-(8-fluoro-4-(tetrahydrofuran-2-yl)quinolin-6-yl)-N-(1-(methylsulfonyl)piperidin-4-yl)pyridin-2-amine